C(C)OC(=O)C=1N=C(SC1C1=NC=CC=N1)C 2-methyl-5-pyrimidin-2-yl-1,3-thiazole-4-carboxylic acid ethyl ester